OCCNC1=NS(C2=C(OC13CC3)N=CC=C2)(=O)=O (2-Hydroxyethyl)amino-1',1'-dioxidospiro[cyclopropane-1,4'-pyrido[2,3-b][1,4,5]oxathiazepin]